2-(3-(5-amino-6-((1-methyl-1H-imidazol-5-yl)ethynyl)pyrazin-2-yl)-4-methylphenyl)-3,3,3-trifluoro-2-hydroxypropanamide NC=1N=CC(=NC1C#CC1=CN=CN1C)C=1C=C(C=CC1C)C(C(=O)N)(C(F)(F)F)O